C(C)(=O)O[C@H]1[C@@H](O[C@@H]([C@H]([C@@H]1OC(C)=O)OC(C)=O)COS(=O)(=O)C1=CC=C(C)C=C1)N=[N+]=[N-] 2,3,4-Tri-O-acetyl-6-O-tosyl-β-D-glucopyranosyl azide